6-bromo-N-methylimidazo[1,2-a]pyridine-3-carboxamide BrC=1C=CC=2N(C1)C(=CN2)C(=O)NC